ClC=1N=C(C2=C(N1)COC2)OC2=C(C=C(C=C2C)C2=CC=C(C=C2)F)C 2-chloro-4-((4'-fluoro-3,5-dimethyl-[1,1'-biphenyl]-4-yl)oxy)-5,7-dihydrofuro[3,4-d]pyrimidine